1-(1-methanesulfonylpiperidin-4-yl)methylamine CS(=O)(=O)N1CCC(CC1)CN